rac-(2-(((2R,3S,4R,5S)-5-(6-chloro-4-((4-chlorobenzyl)-amino)-1H-pyrazolo[3,4-d]-pyrimidin-1-yl)-3,4-dihydroxy-tetrahydrofuran-2-yl)methoxy)-1,3-dihydroxypropan-2-yl)-phosphonic acid ClC1=NC(=C2C(=N1)N(N=C2)[C@@H]2[C@@H]([C@@H]([C@H](O2)COC(CO)(CO)P(O)(O)=O)O)O)NCC2=CC=C(C=C2)Cl |r|